2-[(diphenylmethyl)(methyl)amino]-5-methoxy-1-methyl-6-oxo-1,6-dihydropyrimidine-4-carboxylic acid C1(=CC=CC=C1)C(C1=CC=CC=C1)N(C=1N(C(C(=C(N1)C(=O)O)OC)=O)C)C